C(C1=CC=CC=C1)(C1=CC=CC=C1)(C1=CC=CC=C1)SC1CCNCCC1 4-tritylsulfanyl-azepane